CN(C1=CC=C(C=C2C(=O)NC2=O)C=C1)C 2-(4-dimethylaminobenzylidene)malonimide